2-[(1S)-4-tert-butyl-1-carbamoyl-4-oxo-butyl]-1-oxo-isoindoline-5-carboxylic acid C(C)(C)(C)C(CC[C@@H](C(N)=O)N1C(C2=CC=C(C=C2C1)C(=O)O)=O)=O